FC1=C(O[C@@H]2[C@@H]([C@@]3([C@@H](CN(C3)C[C@@H](C=3C=C4C(=NC3)NC=C4)O)C2)O)O)C=CC=C1 (3aS,4S,5S,6aR)-5-(2-fluorophenoxy)-2-((R)-2-hydroxy-2-(1H-pyrrolo[2,3-b]pyridin-5-yl)ethyl)hexahydrocyclopenta[c]pyrrole-3a,4(1H)-diol